tert-butyl 6-(4-benzyloxycarbonylpiperazin-1-yl)-2-azaspiro[3.4]octane-2-carboxylate C(C1=CC=CC=C1)OC(=O)N1CCN(CC1)C1CC2(CN(C2)C(=O)OC(C)(C)C)CC1